(R)-N-((6-bromo-7-methoxy-4-((1-(3-nitro-5-(trifluoromethyl)phenyl)ethyl)amino)quinazolin-2-yl)methyl)formamide BrC=1C=C2C(=NC(=NC2=CC1OC)CNC=O)N[C@H](C)C1=CC(=CC(=C1)C(F)(F)F)[N+](=O)[O-]